C1(=CC=CC=C1)[C@]1(COCC1)CO (S)-(3-phenyl-tetrahydrofuran-3-yl)methanol